(R)-N-(5-(5-ethyl-1,2,4-oxadiazol-3-yl)-2,3-dihydro-1H-inden-1-yl)-2-methoxyisonicotinamide C(C)C1=NC(=NO1)C=1C=C2CC[C@H](C2=CC1)NC(C1=CC(=NC=C1)OC)=O